C(#N)C1=C(C=C(C=C1)N1CCC(CC1)C1=CC=C(C=C1)N1CCN(CC1)CC1CCN(CC1)C(=O)OC(C)(C)C)C(F)(F)F tert-butyl 4-((4-(4-(1-(4-cyano-3-(trifluoromethyl)phenyl)piperidin-4-yl)phenyl)piperazin-1-yl)methyl)piperidine-1-carboxylate